(R)-1-(benzo[d][1,3]dioxol-4-ylmethyl)-2-methyl-N-(4-(pyridin-3-yloxy)phenyl)pyrrolidine-2-carboxamide O1COC2=C1C=CC=C2CN2[C@](CCC2)(C(=O)NC2=CC=C(C=C2)OC=2C=NC=CC2)C